(R)-2-((1-(3-(4-(4-chlorobenzoyl)-piperazin-1-yl)-2-cyano-7-methyl-quinoxalin-5-yl)ethyl)amino)benzoic acid ClC1=CC=C(C(=O)N2CCN(CC2)C=2C(=NC3=CC(=CC(=C3N2)[C@@H](C)NC2=C(C(=O)O)C=CC=C2)C)C#N)C=C1